[Si](C)(C)(C(C)(C)C)OCC1=CC(=NC=C1)C1=CN=C2N1N=C(C=C2)NC(C)C2=C(C(=CC(=C2)F)F)OCC2=CC=C(C=C2)OC 3-(4-(((tert-butyldimethylsilyl)oxy)methyl)pyridin-2-yl)-N-(1-(3,5-difluoro-2-((4-methoxybenzyl)oxy)phenyl)ethyl)imidazo[1,2-b]pyridazin-6-amine